2-{4-(6-(1,1'-biphenyl-3-yl)-dibenzothiophen-4-yl)-phenyl}-4,6-diphenyl-1,3,5-Triazine C1(=CC(=CC=C1)C1=CC=CC=2C3=C(SC21)C(=CC=C3)C3=CC=C(C=C3)C3=NC(=NC(=N3)C3=CC=CC=C3)C3=CC=CC=C3)C3=CC=CC=C3